(R)-2-((1-(3-cyano-7-methyl-2-(4-(1-methyl-3-(trifluoromethyl)-1H-pyrazol-4-yl)piperazin-1-yl)-4-oxo-4H-pyrido[1,2-a]pyrimidin-9-yl)ethyl)amino)benzoic acid C(#N)C1=C(N=C2N(C1=O)C=C(C=C2[C@@H](C)NC2=C(C(=O)O)C=CC=C2)C)N2CCN(CC2)C=2C(=NN(C2)C)C(F)(F)F